C(C)(C)(C)OC(=O)NC=1SC(=C(N1)C)C(=O)OCC ethyl 2-((tert-butoxycarbonyl)amino)-4-methylthiazole-5-carboxylate